C(CCCCCCCC)(N)N Nonandiamin